FC1(CCC(N(C1)C(CN1C[C@H](OC[C@@H]1C)C)C1=CN=C(S1)NC([C@H](C1CCC(CC1)C)NC(OC(C)(C)C)=O)=O)=O)F tert-butyl ((1S)-2-((5-(1-(5,5-difluoro-2-oxopiperidin-1-yl)-2-((2R,5S)-2,5-dimethylmorpholino)ethyl)thiazol-2-yl)amino)-1-((1r,4S)-4-methylcyclohexyl)-2-oxoethyl)carbamate